3,3-difluoro-N-(5-(8-isopropyl-2-(((1r,4r)-4-(methyl(oxetan-3-yl)amino)cyclohexyl)amino)quinazolin-6-yl)pyridin-2-yl)butane-1-sulfonamide FC(CCS(=O)(=O)NC1=NC=C(C=C1)C=1C=C2C=NC(=NC2=C(C1)C(C)C)NC1CCC(CC1)N(C1COC1)C)(C)F